CN(P(O)([O-])=S)C hydrogen (R)-dimethylphosphoramidothioate